N-(4-((benzyloxy)methyl)-3-fluorophenyl)-2-fluoro-5-(7-(trifluoromethyl)-3H-[1,2,3]triazolo[4,5-d]pyrimidin-5-yl)benzamide C(C1=CC=CC=C1)OCC1=C(C=C(C=C1)NC(C1=C(C=CC(=C1)C=1N=C(C2=C(N1)NN=N2)C(F)(F)F)F)=O)F